[O-]S(=O)(=O)C(F)(F)F.COC1=CC=C(C=C1)[I+]C=1C=NC=CC1 (4-methoxyphenyl)(pyridin-3-yl)iodonium triflate